ClCC=1C(=NN(C1C)C)C(=O)OCC ethyl 4-(chloromethyl)-1,5-dimethyl-pyrazole-3-carboxylate